FC(CN1[C@@H](C2=CC=C3C(=C2C[C@H]1C)C=NN3)C3=CC=C(C(=N3)F)NC3CN(C3)CCCF)F 6-((6s,8r)-7-(2,2-difluoroethyl)-8-methyl-6,7,8,9-tetrahydro-3H-pyrazolo[4,3-f]isoquinolin-6-yl)-2-fluoro-N-(1-(3-fluoropropyl)azetidin-3-yl)pyridin-3-amine